(1S)-3-methylcyclohex-2-en CC1=CCCCC1